NC1=CC=C(C=N1)[C@@H]1OC[C@@H](N(C1)CCCCNC(=O)C=1NC2=CC=CC=C2C1)C N-(4-((2S,5S)-2-(6-aminopyridin-3-yl)-5-methylmorpholino)butyl)-1H-indole-2-carboxamide